NC1=C(C(=O)N)C=C(C=N1)C=1N=NN(N1)CC1=CC=C(C=C1)C=1OC(=NN1)C(F)F 2-amino-5-(2-(4-(5-(difluoromethyl)-1,3,4-oxadiazol-2-yl)benzyl)-2H-tetrazol-5-yl)nicotinamide